1-[3-(difluoromethyl)phenyl]ethanamine FC(C=1C=C(C=CC1)C(C)N)F